Cl.FC1(CCCC2CN(CC12)C1=NC2=CC=CC=C2C=C1C=1NC=2C=CN=C(C2C(C1)=O)C(=O)N)F racemic-2-[2-(7,7-difluoro-3,3a,4,5,6,7a-hexahydro-1H-isoindol-2-yl)-3-quinolyl]-4-oxo-1H-1,6-naphthyridine-5-carboxamide hydrochloride